tert-butyl (3S)-3-[4-[3-cyano-4-(2-methoxyphenyl) sulfanyl-pyrazolo[1,5-a]pyridin-6-yl]pyrazol-1-yl]piperidine-1-carboxylate C(#N)C=1C=NN2C1C(=CC(=C2)C=2C=NN(C2)[C@@H]2CN(CCC2)C(=O)OC(C)(C)C)SC2=C(C=CC=C2)OC